CC(C)N1CCC(CC1)N1CCN(CCC1)C1=NC(=CC=C1)C1=CC=2C(=NC=CC2)N1 1-[1-(Propan-2-yl)piperidin-4-yl]-4-(6-{1H-pyrrolo[2,3-b]pyridine-2-yl}pyridine-2-yl)-1,4-diazepane